N'-((1,2,3,5,6,7-hexahydro-s-indacen-4-yl)carbamoyl)-6-methoxy-6,7-dihydro-5H-pyrazolo[5,1-b][1,3]oxazine-3-sulfonimidamide C1CCC2=C(C=3CCCC3C=C12)NC(=O)N=S(=O)(N)C=1C=NN2C1OCC(C2)OC